4-((4,4-bis(octyloxy)butanoyl)oxy)-2,3-bis(((3-(piperidin-1-yl)propyl)-carbamoyl)oxy)butyl oleate C(CCCCCCC\C=C/CCCCCCCC)(=O)OCC(C(COC(CCC(OCCCCCCCC)OCCCCCCCC)=O)OC(NCCCN1CCCCC1)=O)OC(NCCCN1CCCCC1)=O